tert-Butyl 3-[4-(3-chloro-2-fluoro-phenoxy)quinazolin-6-yl]imidazolidine-1-carboxylate ClC=1C(=C(OC2=NC=NC3=CC=C(C=C23)N2CN(CC2)C(=O)OC(C)(C)C)C=CC1)F